C(#N)C=1C=C(C=CC1)C1=NN2C(N=C(C=C2)C(=O)NCC2(CNC(CC2)=O)C)=C1C1=CC(=NC(=C1)C)C 2-(3-cyanophenyl)-3-(2,6-dimethyl-4-pyridinyl)-N-[(3-methyl-6-oxo-3-piperidinyl)methyl]pyrazolo[1,5-a]pyrimidine-5-carboxamide